NCC(=O)OC(=O)OCC1=CC=CC=C1 Cbz glycinate